N-[4-(2,2-difluoroethoxy)-[1,3]thiazolo[5,4-c]pyridin-2-yl]-3-{[7-(5-methyl-1,2,4-oxadiazol-3-yl)isoquinolin-1-yl]amino}propanamide FC(COC1=NC=CC2=C1SC(=N2)NC(CCNC2=NC=CC1=CC=C(C=C21)C2=NOC(=N2)C)=O)F